CC1=C(OC(C(=O)O)(C)C)C(=CC(=C1)C)C(C)(C)C 2-(2,4-dimethyl-6-tert-butylphenoxy)-2-methylpropanoic acid